trans-zirconocene dichloride [Cl-].[Cl-].[CH-]1C=CC=C1.[CH-]1C=CC=C1.[Zr+2]